OC1(CCC1)CNCC=1C=C(C=2N(C(C(=CN2)C2=CC(=CC=C2)C2(CC(C2)C)C2=NN=CN2C)=O)C1)C(F)(F)F cis-7-((((1-hydroxycyclobutyl)methyl)amino)methyl)-3-(3-(3-methyl-1-(4-methyl-4H-1,2,4-triazol-3-yl)cyclobutyl)phenyl)-9-(trifluoromethyl)-4H-pyrido[1,2-a]pyrimidin-4-one